p-toluenesulfonic acid acetic anhydride C(C)(=O)OS(=O)(=O)C1=CC=C(C)C=C1